NC=1N=CC2=C(N1)C1(C(N(C2)C=2C=C(C=CC2C)NC(=O)NC2CCCC2)=O)CC1 1-(3-(2'-Amino-7'-oxo-5'H-spiro[cyclopropane-1,8'-pyrido[4,3-d]pyrimidine]-6'(7'H)-yl)-4-methylphenyl)-3-cyclopentylurea